monoallylether C(C=C)OCC=C